2-(4-(ethylsulfonyl)phenyl)-N-(6-(2-(3-fluoropyridin-2-yl)-2-methylpropionyl)pyridin-3-yl)acetamide C(C)S(=O)(=O)C1=CC=C(C=C1)CC(=O)NC=1C=NC(=CC1)C(C(C)(C)C1=NC=CC=C1F)=O